bis[4-maleimido (4-phenoxyphenyl)] sulfone C1(C=CC(N1C1(CC=C(C=C1)S(=O)(=O)C1=CCC(C=C1)(OC1=CC=CC=C1)N1C(C=CC1=O)=O)OC1=CC=CC=C1)=O)=O